O[C@@H]1C[C@H](N(C1)C([C@H](C(C)C)C1=CC(=NO1)C)=O)C(=O)N[C@@H](CC)C1=CC=C(C=C1)C1=C(N=CS1)C (2S,4R)-4-hydroxy-N-[(1S)-1-[4-(4-methyl-1,3-thiazol-5-yl)phenyl]propyl]-1-((2R)-3-methyl-2-(3-methyl-1,2-oxazol-5-yl)butanoyl)pyrrolidine-2-carboxamide